N-(4-(1-((1-benzylpyrrolidin-3-yl)methyl)-1H-1,2,3-triazol-4-yl)-3,5-difluorophenyl)-2-(2-fluoro-3-(trifluoromethyl)phenyl)acetamide C(C1=CC=CC=C1)N1CC(CC1)CN1N=NC(=C1)C1=C(C=C(C=C1F)NC(CC1=C(C(=CC=C1)C(F)(F)F)F)=O)F